ClC=1C=NC(=NC1)N1CCC(CC1)CCCOC1=CC(=C(C=C1)CC(=O)NCCCCCC(=O)OC)F methyl 6-(2-(4-(3-(1-(5-chloropyrimidin-2-yl)piperidin-4-yl)propoxy)-2-fluorophenyl) acetamido)hexanoate